2-(4-bromo-2-methyl-phenyl)-1-methyl-4-(trifluoromethyl)imidazole BrC1=CC(=C(C=C1)C=1N(C=C(N1)C(F)(F)F)C)C